C1(CCCC1)[C@@H](C)N1C=NC(=C1)C(=O)N1C[C@H]2C([C@H]2C1)C1=NOC(C1)(C)C {1-[(1R)-1-cyclopentylethyl]-1H-imidazol-4-yl}[(1R,5S,6R)-6-(5,5-dimethyl-4,5-dihydro-1,2-oxazol-3-yl)-3-azabicyclo[3.1.0]hex-3-yl]methanone